BrC=1C=NN(C1)CC1OCCCC1 4-bromo-1-((tetrahydro-2H-pyran-2-yl)methyl)-1H-pyrazole